C(C)(=O)N[C@@H](CC(C)C)C(=O)O.C(C)OC=1C=C(C=CC1OC)[C@@H](CS(=O)(=O)C)N (S)-1-(3-ethoxy-4-methoxyphenyl)-2-(methylsulfonyl)ethanamine-N-acetyl-L-leucine salt